COC1CN(C1)C1=NC=CC(=C1)C1=NOC(=N1)[C@H](C)N (S)-1-(3-(2-(3-methoxyazetidin-1-yl)pyridin-4-yl)-1,2,4-oxadiazol-5-yl)ethan-1-amine